N-ethyl-homopiperazine C(C)N1CCNCCC1